ClCC=1C=C(CONC(OC(C)(C)C)=O)C=C(C1)CCl tert-Butyl ((3,5-bis(chloromethyl)benzyl)oxy)carbamate